(2R)-2-amino-3-[2-chloro-7-methoxy-4-(2-thienylmethylamino)thieno[3,2-d]Pyrimidin-6-yl]Propan-1-ol N[C@@H](CO)CC1=C(C=2N=C(N=C(C2S1)NCC=1SC=CC1)Cl)OC